2-[3-({5-[(2,6-dichlorophenyl)methoxy]pyridin-2-yl}amino)pyrazol-1-yl]ethanol ClC1=C(C(=CC=C1)Cl)COC=1C=CC(=NC1)NC1=NN(C=C1)CCO